C(C)N1N=CC(=C1)C1=C2C(=C(N=C1)C=1SC3=C(N1)SC(=N3)N([C@@H]3C[C@H](NCC3)C)C)NC=C2 5-[4-(1-ethyl-1H-pyrazol-4-yl)-1H-pyrrolo[2,3-c]pyridin-7-yl]-N-methyl-N-[(2R,4S)-2-methylpiperidin-4-yl][1,3]thiazolo[5,4-d][1,3]thiazol-2-amine